N-(1-{4-[(4-Aminopiperidin-1-yl)methyl]phenyl}-2-oxo-1,2-dihydropyrimidin-4-yl)-4-(morpholin-2-yl)piperidine-1-carboxamide hydrochloride salt Cl.NC1CCN(CC1)CC1=CC=C(C=C1)N1C(N=C(C=C1)NC(=O)N1CCC(CC1)C1CNCCO1)=O